CC(C(C(=O)N)N(C(CC1=CC=CC=C1)=O)C)C 3-methyl-2-(N-methyl-2-phenylacetamido)butyramide